N[C@H]1[C@@H]2N(C[C@H]1CC2)C(=O)C2=CC1=C(N(C(=N1)C=1N(C3=C(C=CC=C3C1)C1CCN(CC1)C(COCC)=O)CC1CC1)C)C(=C2)OC 1-(4-(2-(5-((1R,4R,7R)-7-Amino-2-azabicyclo[2.2.1]heptan-2-carbonyl)-7-methoxy-1-methyl-1H-benzo[d]imidazol-2-yl)-1-(cyclopropylmethyl)-1H-indol-7-yl)piperidin-1-yl)-2-ethoxyethan-1-on